Methyl 2-([5-[3-(cyclobutylmethoxy)phenyl]-1-(1-methyl-1H-indazol-7-yl)-1H-pyrazol-3-yl]methoxy)-2-methylpropanoate C1(CCC1)COC=1C=C(C=CC1)C1=CC(=NN1C=1C=CC=C2C=NN(C12)C)COC(C(=O)OC)(C)C